tert-butyl 2'-[5-(pyrrolidin-1-yl)pyridin-3-yl]-5',6'-dihydrospiro[azetidine-3,4'-pyrrolo[1,2-b]pyrazole]-1-carboxylate N1(CCCC1)C=1C=C(C=NC1)C=1C=C2N(N1)CCC21CN(C1)C(=O)OC(C)(C)C